ClC=1C=C2CCN(CC2=C(C1)[C@H]1N(CCC1)C(=O)OC(C)(C)C)C(=O)C=1C(=NC(=NC1)C)C(F)(F)F tert-butyl (S)-2-(6-chloro-2-(2-methyl-4-(trifluoromethyl)pyrimidine-5-carbonyl)-1,2,3,4-tetrahydroisoquinolin-8-yl)pyrrolidine-1-carboxylate